trans-1,4-bis(aminomethyl)cyclohexane silicon [Si].NC[C@@H]1CC[C@H](CC1)CN